C1(CC1)C1=NN(C2=CC=C(C=C12)N)C 3-cyclopropyl-1-methyl-1H-indazole-5-amine